2-(1,3-dioxolan-2-yl)-3-[(4-methoxyphenyl)methoxy]benzaldehyde O1C(OCC1)C1=C(C=O)C=CC=C1OCC1=CC=C(C=C1)OC